tert-butyl N-(5-chloro-2-methoxypyridin-3-ylsulfonyl)-N-[2,4-difluoro-3-([[3-methyl-1-(oxan-2-yl)pyrazolo[3,4-b]pyridin-5-yl]methyl]amino)phenyl]carbamate ClC=1C=C(C(=NC1)OC)S(=O)(=O)N(C(OC(C)(C)C)=O)C1=C(C(=C(C=C1)F)NCC=1C=C2C(=NC1)N(N=C2C)C2OCCCC2)F